1-benzyl-3-(1-cyclopropylpyrazol-4-yl)piperazine C(C1=CC=CC=C1)N1CC(NCC1)C=1C=NN(C1)C1CC1